2-chloro-5-methoxy-N-(4-(5-methyl-3-(trifluoromethyl)-1H-pyrazol-1-yl)benzyl)pyrimidine ClC1N(C=C(C=N1)OC)CC1=CC=C(C=C1)N1N=C(C=C1C)C(F)(F)F